CN(C)CC1N(C(C2=CC(=CC=C2C12CC2)CN2C(=NC=C2)NC)=O)C(C)C2=NC=C(C(=C2)OC)F ((dimethylamino)methyl)-2'-(1-(5-fluoro-4-methoxypyridine-2-yl)ethyl)-7'-((2-(methylamino)-1H-imidazol-1-yl)methyl)-2',3'-dihydro-1'H-spiro[cyclopropan-1,4'-isoquinoline]-1'-one